C(C)OCCOCCOC(C)(CC(C)(C)C)C 2-[2-(2-ethoxyethoxy)ethoxy]-2,4,4-trimethyl-pentane